3-(2-pyridyldithio)-1,2-propanediol N1=C(C=CC=C1)SSCC(CO)O